(R)-1-((6-fluoro-2-(2-methoxy-7-methylquinoxalin-5-yl)thiazolo[5,4-b]pyridin-5-yl)oxy)propan-2-yl (2-carbamoylpyrimidin-5-yl)carbamate C(N)(=O)C1=NC=C(C=N1)NC(O[C@@H](COC1=C(C=C2C(=N1)SC(=N2)C2=C1N=CC(=NC1=CC(=C2)C)OC)F)C)=O